C(C)(C)(C)OC(=O)N1[C@@H](CCC1)/C(/O)=N/C(/C)=N/O (S,Z)-1-(Tert-butoxycarbonyl)-N-((E)-1-(hydroxyimino)ethyl)pyrrolidine-2-carbimidic acid